C(C)(C)(C)OC(=O)N(C1C(C1)C1=CC=C(C=C1)C=1C=NN(C1)C)CC1CCN(CC1)CCCC1=CC=C(C(=O)OCC)C=C1 Ethyl 4-(3-(4-(((tert-butoxycarbonyl)(2-(4-(1-methyl-1H-pyrazol-4-yl)phenyl) cyclopropyl)amino)methyl)piperidin-1-yl)propyl)benzoate